C([C@H](O)CO)(=O)[O-] (R)-glycerate